4-[[3-(3-fluoro-4-methoxy-phenyl)imidazo[1,2-a]pyrazin-8-yl]amino]-N,2-dimethyl-N-(2-oxo-2-piperazin-1-yl-ethyl)benzamide FC=1C=C(C=CC1OC)C1=CN=C2N1C=CN=C2NC2=CC(=C(C(=O)N(CC(N1CCNCC1)=O)C)C=C2)C